7-((4-(S-methylsulfonimidoyl)phenyl)amino)-2,6-naphthyridin-1-yl trifluoromethanesulfonate FC(S(=O)(=O)OC1=NC=CC2=CN=C(C=C12)NC1=CC=C(C=C1)S(=O)(=N)C)(F)F